FC(C=1CCCN1)F 5-(difluoromethyl)-3,4-dihydro-2H-pyrrole